O=C1C(NCCC1)=O DIOXOPIPERIDINE